The molecule is zwitterionic form of L-asparagine arising from transfer of a proton from the carboxy to the amino group; major species at pH 7.3. It is a tautomer of a L-asparagine. C([C@@H](C(=O)[O-])[NH3+])C(=O)N